(1R,2S,3R,4S)-3-((benzyloxycarbonyl)amino)bicyclo[2.2.1]hept-5-ene-2-carboxylic acid methyl ester COC(=O)[C@H]1[C@H]2C=C[C@@H]([C@H]1NC(=O)OCC1=CC=CC=C1)C2